FC1=C(CN2C(N3C(C(=C2)C(=O)N[C@@H]2[C@H](COCC2)O)=NC(=C3)C)=O)C=CC(=C1)C=1C=NN(C1)C 6-(2-fluoro-4-(1-methyl-1H-pyrazol-4-yl)benzyl)-N-((3R,4S)-3-hydroxytetrahydro-2H-pyran-4-yl)-2-methyl-5-oxo-5,6-dihydroimidazo[1,2-c]pyrimidine-8-carboxamide